4-(5-chloro-3-(3-fluorophenyl)-1H-indazol-1-yl)-3-cyano-N-(methylsulfonyl)benzamide ClC=1C=C2C(=NN(C2=CC1)C1=C(C=C(C(=O)NS(=O)(=O)C)C=C1)C#N)C1=CC(=CC=C1)F